FC=1C=C(C=CC1)C1=CC(=CC=C1)[C@H](C(=O)N1CC2=C(CCC1)N=C(NC2=O)C2(CC2)C=2SC=C(C2)C(C)C)O (R)-6-(2-(3'-fluoro-[1,1'-biphenyl]-3-yl)-2-hydroxyacetyl)-2-(1-(4-isopropylthiophen-2-yl)cyclopropyl)-3,5,6,7,8,9-hexahydro-4H-pyrimido[5,4-c]azepin-4-one